7-(2,6-difluoro-4-nitrophenyl)-2,11-difluoro-5-isopropyl-6-oxo-6,7-dihydro-5H-benzo[d]pyrido[3,2-f][1,3]diazepine-9-carbonitrile FC1=C(C(=CC(=C1)[N+](=O)[O-])F)N1C(N(C2=C(C3=C1C=C(C=C3F)C#N)C=C(C=N2)F)C(C)C)=O